C(C)(C)(C)OC(=O)N1CCC=C(C1)C=1N=CNC1 5-(1H-imidazol-4-yl)-3,6-dihydropyridine-1(2H)-carboxylic acid tert-butyl ester